N-{[4-(3-aminopyrrolidine-1-sulfonyl)phenyl]methyl}furo[2,3-c]pyridine-2-carboxamide hydrochloride Cl.NC1CN(CC1)S(=O)(=O)C1=CC=C(C=C1)CNC(=O)C1=CC=2C(=CN=CC2)O1